pyridophenothiazinium C1=CC=[NH+]C=2C=CC=3SC=4C=CC=CC4NC3C21